8-((4-fluorobenzyl)sulfonyl)-1,3,7-trimethyl-1H-purine-2,6(3H,7H)-dione FC1=CC=C(CS(=O)(=O)C2=NC=3N(C(N(C(C3N2C)=O)C)=O)C)C=C1